NCC=1C=C(C=CC1)C=1C=C(C2=C(C(=CO2)COC2=C(C=CC=C2)CC(=O)OCC)C1)C1=C(C=CC=C1)C(C)C ethyl 2-(2-((5-(3-(aminomethyl)phenyl)-7-(2-isopropylphenyl)benzofuran-3-yl)methoxy)phenyl)acetate